CC1N(C(CC1)C)C(=O)NC(C(=O)O)CC(=O)N(CCCCC1=NC=2NCCCC2C=C1)CCOCC 2-[[2,5-dimethylpyrrolidine-1-carbonyl]amino]-4-[2-ethoxyethyl-[4-(5,6,7,8-tetrahydro-1,8-naphthyridin-2-yl)butyl]amino]-4-oxo-butanoic acid